ClC=1N=C(C2=C(N1)C=NC(=C2)Cl)N[C@H](C)C2=CC(=CC(=C2)C(F)(F)F)[N+](=O)[O-] (R)-2,6-dichloro-N-(1-(3-nitro-5-(trifluoromethyl)phenyl)ethyl)pyrido[3,4-d]pyrimidin-4-amine